O=C1NC(CCC1CC1=CC=C(C=C1)C1CCN(CC1)C(=O)OC(C)(C)C)=O tert-butyl 4-[4-[(2,6-dioxo-3-piperidyl)methyl]phenyl]piperidine-1-carboxylate